3-(4-fluorophenoxy)-1-(thiophen-2-yl)-N-methylpropylamine FC1=CC=C(OCCC(C=2SC=CC2)NC)C=C1